ethyl pyrrolo[1,2-c]pyrimidine-3-carboxylate C1=NC(=CC=2N1C=CC2)C(=O)OCC